O=C1C=CC(=CN1)C(=O)OCC Ethyl 6-oxo-1,6-dihydropyridine-3-carboxylate